O[C@H](CNC(=O)C1=NC(=NC(=C1)NC1COC1)N(CCC)C)C1N=CC2=CC(=CC=C2C1)OCC1=C(N=CO1)C 3-((R)-1-hydroxy-2-(2-(methyl(propyl)amino)-6-(oxetan-3-ylamino)pyrimidine-4-carboxamido)ethyl)-7-((4-methyloxazol-5-yl)methoxy)-3,4-dihydroisoquinoline